tert-Butyl-((3R,4R)-1-(1-((5-cyanopyridin-2-yl)methyl)-5,6-dimethyl-1H-benzo[d]imidazol-2-yl)-4-fluoropiperidin-3-yl)carbamat C(C)(C)(C)OC(N[C@@H]1CN(CC[C@H]1F)C1=NC2=C(N1CC1=NC=C(C=C1)C#N)C=C(C(=C2)C)C)=O